ClC1=C(C(=CC(=C1)\C=C\C)OC)C=1C(NC2(C1CCOC([O-])=O)CCC(CC2)C)=O 3-{2-Chloro-6-methoxy-4-[(1E)-prop-1-en-1-yl]phenyl}-8-methyl-2-oxo-1-azaspiro[4.5]dec-3-en-4-ylethylcarbonat